7-cyanoimidazo[1,2-a]pyridine-2-carboxylic acid C(#N)C1=CC=2N(C=C1)C=C(N2)C(=O)O